tert-butyl (R)-6-methyl-3-(4-(methylcarbamoyl)phenyl)-4-oxo-2-thioxo-2,3,4,5,6,8-hexahydropyrido[3,4-d]pyrimidine-7(1H)-carboxylate C[C@@H]1CC2=C(NC(N(C2=O)C2=CC=C(C=C2)C(NC)=O)=S)CN1C(=O)OC(C)(C)C